N[C@H](C(=O)OC1=CC=C(C(=O)OC=2C=CC34C=CCC3=CC2C4)C=C1)CC(C)C 1H-3a,7-methanoazulen-6-yl 4-(((S)-2-amino-4-methylpentanoyl)oxy)benzoate